(2-(1-(4-chlorophthalazin-1-yl)piperidin-4-yl)ethyl)sulfamide ClC1=NN=C(C2=CC=CC=C12)N1CCC(CC1)CCNS(=O)(=O)N